aza-indoleamide N1C(=NC2=CC=CC=C12)C(=O)N